N1(CCC1)C=1OC2=C(C=C(C=C2C(C1)=O)C)C(C)NC1=C(C(=O)O)C=CC=C1 [1-[2-(azetidin-1-yl)-6-methyl-4-oxo-chromen-8-yl]ethylamino]benzoic acid